C[C@](N)(CC1=CC=CC=C1)C(=O)O α-methyl-Z-phenylalanine